(S)-N-(5-(2-amino-[1,2,4]triazolo[1,5-a]pyridin-7-yl)-2-methoxypyridin-3-yl)-3-(3-fluorophenyl)isoxazolidine-2-carboxamide NC1=NN2C(C=C(C=C2)C=2C=C(C(=NC2)OC)NC(=O)N2OCC[C@H]2C2=CC(=CC=C2)F)=N1